C(C)(C)(C)C1=C(OCSCC2=NNC(O2)=O)C=CC(=C1)C(C)(C)C 5-[(2,4-Di-tert-butylphenoxymethylthio)methyl]-1,3,4-oxadiazol-2(3H)-one